C(#N)C1=C(C=CC=C1)[C@H]([C@H](C)C=1N(C(C(=C(N1)C(=O)NC=1C=NOC1)O)=O)C)C=1C=NN(C1)C1COC1 2-((1s,2s)-1-(2-cyanophenyl)-1-(1-(oxetan-3-yl)-1H-pyrazol-4-yl)propan-2-yl)-5-hydroxy-N-(isoxazol-4-yl)-1-methyl-6-oxo-1,6-dihydropyrimidine-4-carboxamide